OC1=CN=CC2=CC(=CC=C12)OC1=CC=CC=C1 4-hydroxy-7-phenoxyisoquinoline